(2,4-Diethylthiophen-3-yl)-1-[(1-methyl-1H-pyrazol-4-yl)(1-methylpiperidin-3-yl)sulfamoyl]urea C(C)C=1SC=C(C1N(C(=O)N)S(N(C1CN(CCC1)C)C=1C=NN(C1)C)(=O)=O)CC